C1(CC1)C=1C=C(C=2N(N1)C=C(N2)COC=2C=C(N=NC2)N2[C@H](N=C(C=C2)C)C2CC2)N2C(N(C(C2)=O)C)=O (1S,2S)-N-(5-((6-cyclopropyl-8-(3-methyl-2,4-dioxoimidazolidin-1-yl)imidazo[1,2-b]pyridazin-2-yl)methoxy)pyridazin-3-yl)-2-(4-methylpyrimidin-2-yl)cyclopropane